O=C1N(CC=2C3=C(C=CC12)C=CC(=C3)C3=NC1=CC=CC=C1N=C3)CC(C#N)=C 2-[(3-oxo-8-quinoxalin-2-yl-1H-benzo[e]isoindol-2-yl)methyl]prop-2-enenitrile